acetonitrile monoammonium phosphate P(=O)([O-])(O)O.[NH4+].C(C)#N